FC1(OC2=C(O1)C=CC(=C2)C(=O)NC=2C=C(C(=NC2)C)C2=CC(=NC(=C2)OCCOC2OCCCC2)N2CCOCC2)F 2,2-difluoro-N-(2-methyl-2'-morpholino-6'-(2-((tetrahydro-2H-pyran-2-yl)oxy)ethoxy)-[3,4'-bipyridin]-5-yl)benzo[d][1,3]dioxole-5-carboxamide